4-[3-(3-bicyclo[3.1.0]hexyloxymethyl)-4-bromo-anilino]tetrahydropyran-4-carboxylic acid C12CC(CC2C1)OCC=1C=C(NC2(CCOCC2)C(=O)O)C=CC1Br